O=C(CC1=NSC=N1)C 3-(2-oxopropyl)-1,2,4-thiadiazole